O1N=CN=C1 (1,2,4)-oxadiazole